ClC=1C=C(C(=NC1)OC)S(=O)(=O)NC=1C(=C(C(=CC1)F)C1=CC=C2C(=NNC2=C1F)C(=O)NCC1CN(CC1)C)F 6-[3-(5-Chloro-2-methoxypyridine-3-sulfonamido)-2,6-difluorophenyl]-7-fluoro-N-[(1-methylpyrrolidin-3-yl)methyl]-1H-indazole-3-carboxamide